(2-methyl-6-hydroxyethyl-1,4-phenylene) ether CC1=C2C(=CC(=C1)O2)CCO